7-oxotridecanedioate O=C(CCCCCC(=O)[O-])CCCCCC(=O)[O-]